CC1=NN(C2=CC=CC=C12)CC(=O)OCCC=C(F)F 4,4-difluorobut-3-en-1-yl 2-(3-methyl-1H-indazol-1-yl)acetate